pentagalloylglucose O=C(OC[C@H]1O[C@@H](OC(=O)C2C=C(O)C(O)=C(O)C=2)[C@H](OC(=O)C2C=C(O)C(O)=C(O)C=2)[C@@H](OC(=O)C2C=C(O)C(O)=C(O)C=2)[C@@H]1OC(=O)C1C=C(O)C(O)=C(O)C=1)C1C=C(O)C(O)=C(O)C=1